Methyl-2'-[(pyridin-4-yl)methyl]-2',5'-dihydrospiro[cyclobutane-1,4'-furo[2,3-g]indazole]-7'-carboxylic acid CC=1N(N=C2C3=C(CC4(C12)CCC4)OC(=C3)C(=O)O)CC3=CC=NC=C3